N(=C=S)C1=CC=C(C=C1)C=1NC2=CC=CC=C2C1C(C[N+](=O)[O-])C=1SC=CC1 2-(4-isothiocyanatophenyl)-3-(2-nitro-1-(thiophen-2-yl)ethyl)-1H-indole